C(CC)C=1N(C=NN1)N 5-propyl-4-amino-1,2,4-triazole